C(C)C=1C(NC=2C=C(C=NC2C1)CN1C[C@H](N(C[C@@H]1C)C=1C=CC(=NC1)C(=O)NC([2H])([2H])[2H])C)=O 5-((2R,5S)-4-((7-Ethyl-6-oxo-5H-1,5-naphthyridin-3-yl)methyl)-2,5-dimethylpiperazin-1-yl)-N-(methyl-d3)pyridine-2-carboxamide